CC1(CC(=O)CC(N1)(C)C)C 2,6,6-tetramethyl-4-piperidone